Cl.FC1=CC2=C(C(N=C2C(=C1O)F)=O)O 5,7-difluoro-3,6-dihydroxyindol-2-one hydrochloride